ClC1=C(C=C(C=N1)C=1C(=NC(=NC1)NC=1C=NN(C1)C)NC=1C=C(C=CC1F)NC(C=C)=O)F N-(3-((5-(6-chloro-5-fluoropyridin-3-yl)-2-((1-methyl-1H-pyrazol-4-yl)amino)pyrimidin-4-yl)amino)-4-fluorophenyl)acrylamide